FC=1C=C(OC2CN(C2)C(C(C)C)=O)C=C(C1[C@H]1[C@@H](N(CC=2C3=C(C=CC12)NN=C3)C)CC(C)C)F 1-(3-(3,5-difluoro-4-((6S,7S)-7-isobutyl-8-methyl-6,7,8,9-tetrahydro-3H-pyrazolo[3,4-H]isoquinolin-6-yl)phenoxy)azetidin-1-yl)-2-methylpropan-1-one